COC=1C(=CC=2C3=C(C=NC2C1)NC(N3CC3=CC=C(C=C3)S(=O)(=O)N)=O)OC 4-((7,8-dimethoxy-2-oxo-2,3-dihydro-1H-imidazo[4,5-c]quinolin-1-yl)methyl)benzenesulfonamide